tert-Butyl (8-((2-(2,6-dioxopiperidin-3-yl)-1,3-dioxoisoindolin-4-yl)amino)octyl)carbamate O=C1NC(CCC1N1C(C2=CC=CC(=C2C1=O)NCCCCCCCCNC(OC(C)(C)C)=O)=O)=O